COC1=CC=C(C=C1)C(C[TeH])C 1-methoxy-4-(1-methylhydrotelluro-ethyl)benzene